tetrakis(neopentyl)hafnium C(C(C)(C)C)[Hf](CC(C)(C)C)(CC(C)(C)C)CC(C)(C)C